6-chloro-N-[5-chloro-1-(1-methylcyclopropyl)-1H-pyrazol-4-yl]-7-(1-methylpiperidin-4-yl)quinazolin-2-amine ClC=1C=C2C=NC(=NC2=CC1C1CCN(CC1)C)NC=1C=NN(C1Cl)C1(CC1)C